SCCC1=C(C(=C(C=C1)CCS)CCS)CCS 1,2,3,4-Tetrakis(mercaptoethyl)benzol